2-(4-hydroxy-phenylazo)benzoic acid OC1=CC=C(C=C1)N=NC1=C(C(=O)O)C=CC=C1